[Na].ClC=1C=C(C=C(C1)OCC(F)(F)F)NC(NS(N(C1CCOCC1)C=1C=NN(C1)C)(=O)=O)=O 3-[3-Chloro-5-(2,2,2-trifluoroethoxy)phenyl]-1-[(1-methyl-1H-pyrazol-4-yl)(oxan-4-yl)sulfamoyl]urea Sodium Salt